C(CCCCC(C)C)C(C(=O)[O-])S.C(CCCCC(C)C)C(C(=O)[O-])S.C(CCCCCCC)[Sn+2]CCCCCCCC di-n-octyltin bis(isooctyl thioglycolate)